1-(1-(2-(benzo[d][1,3]dioxol-5-ylamino)-5-methyl-pyrimidin-4-yl)-1H-pyrazol-4-yl)-3-(1-(3-chlorophenyl)-2-hydroxy-ethyl)urea O1COC2=C1C=CC(=C2)NC2=NC=C(C(=N2)N2N=CC(=C2)NC(=O)NC(CO)C2=CC(=CC=C2)Cl)C